2-(2,6-difluorobenzeneYl)-3,4-dihydropyrazol-5-amine FC1=C(C(=CC=C1)F)N1N=C(CC1)N